ClC1=CC2=C(N=C(O2)C2=CN=C(C=C2C(=O)OC)N2C3=C(OCCC2)C=CC(=C3)F)C=C1 methyl 5-(6-chlorobenzo[d]oxazol-2-yl)-2-(7-fluoro-3,4-dihydrobenzo[b][1,4]oxazepine-5(2H)-yl)isonicotinate